C(C)(C)(C)OC(=O)N1CC2(C1)CN(C2)S(=O)(=O)C=2C(=NC(=NC2)C(C)(F)F)C.OC2=CC=C(C=C2)C(C)(CC)C2=CC=C(C=C2)O 2,2-Bis(p-hydroxyphenyl)butane tert-butyl-6-((2-(1,1-difluoroethyl)-4-methylpyrimidin-5-yl)sulfonyl)-2,6-diazaspiro[3.3]heptane-2-carboxylate